trans-N-(2-(1-(phenylsulfonyl)-1,2,3,4-tetrahydroquinolin-6-yl)cyclopropyl)aniline C1(=CC=CC=C1)S(=O)(=O)N1CCCC2=CC(=CC=C12)[C@H]1[C@@H](C1)NC1=CC=CC=C1